C(C)OC1=C(C=CC=C1)C(=O)N1CC2(C1)CC(C2)C2=CC(=NN2C2=C(C=CC=C2)C)C (o-ethoxyphenyl){6-[3-methyl-1-(o-tolyl)-5-pyrazolyl]-2-aza-2-spiro[3.3]heptyl}methanone